(R)-4-(3-(((benzyloxy)carbonyl)amino)-6-fluoro-3,4-dihydro-2H-pyrano[2,3-b]pyridin-7-yl)piperazine-1-carboxylic acid tert-butyl ester C(C)(C)(C)OC(=O)N1CCN(CC1)C1=C(C=C2C(=N1)OC[C@@H](C2)NC(=O)OCC2=CC=CC=C2)F